C1(=CC=CC=C1)C(CC(C)=O)=O 1-Phenyl-1,3-butanedione